(R)-3-(8-((1r,4R)-4-(4-(4-(3-amino-6-(2-hydroxyphenyl)pyridazin-4-yl)-1H-1,2,3-triazol-1-yl)piperidin-1-yl)cyclohexyl)-2,3-dihydro-4H-benzo[b][1,4]oxazin-4-yl)piperidine-2,6-dione NC=1N=NC(=CC1C=1N=NN(C1)C1CCN(CC1)C1CCC(CC1)C1=CC=CC2=C1OCCN2[C@H]2C(NC(CC2)=O)=O)C2=C(C=CC=C2)O